N1(CCC1)C1=NC(=CC=C1N[C@H](C)C=1C=C(C=C2C(C(=C(OC12)C=1C=NC=CC1)C)=O)C)Cl 8-[(1R)-1-[[2-(Azetidin-1-yl)-6-chloro-3-pyridyl]amino]ethyl]-3,6-dimethyl-2-(3-pyridyl)chromen-4-one